C(C)(C)(C)N1CC=C(C=C1)NC(NCC1=CC=C(C=C1)Cl)=O N-tert.-Butyl-4-[(4-chlorophenyl)methylcarbamoylamino]pyridin